C(C1=CC=CC=C1)(=O)N1C=NC=2C=NC=CC21 1-benzoyl-1H-imidazo[4,5-c]pyridine